2-methoxy-1-(9-(methyl-(7H-pyrrolo[2,3-d]pyrimidin-4-yl)amino)-3-azaspiro[5.5]undecan-3-yl)ethan-1-one COCC(=O)N1CCC2(CC1)CCC(CC2)N(C=2C1=C(N=CN2)NC=C1)C